6-{3-azabicyclo[3.1.0]hex-3-yl}-2-chloro-3-(hydroxymethyl)benzonitrile C12CN(CC2C1)C1=CC=C(C(=C1C#N)Cl)CO